CC1=C(CC2C[C@H](NC2)C(=O)O)C=CC=C1 Gamma-(2-methyl-benzyl)-proline